2-fluoro-N-[4-(perfluoropropan-2-yl)phenyl]benzamide FC1=C(C(=O)NC2=CC=C(C=C2)C(C(F)(F)F)(C(F)(F)F)F)C=CC=C1